trimethylhistidine CC([C@](N)(C(=O)O)C)(C1=CNC=N1)C